(4Z)-6-[(4S,5R)-5-{(E)-2-[5-(1-hydroxyhexyl)-1,2-dimethyl-1H-imidazol-4-yl]vinyl}-2,2-dimethyl-1,3-dioxolan-4-yl]hex-4-enoic acid methyl ester COC(CC\C=C/C[C@@H]1OC(O[C@@H]1\C=C\C=1N=C(N(C1C(CCCCC)O)C)C)(C)C)=O